[Si](C)(C)(C(C)(C)C)OCC1=CC2=NC=CC(=C2S1)C1=CC(=CC=2OCC(N(C21)C2CN(C1(CCC1)C2)S(=O)(=O)C(C)(C)C)=O)Cl 5-(2-(((tert-butyldimethylsilyl)oxy)methyl)thieno[3,2-b]pyridin-7-yl)-4-(5-(tert-butylsulfonyl)-5-azaspiro[3.4]octan-7-yl)-7-chloro-2H-benzo[b][1,4]oxazin-3(4H)-one